ClC1=CC=C(C=C1)[Si](Cl)(Cl)Cl (p-chlorophenyl)trichlorosilane